ClC1=CC(=C(C=N1)NC(=O)C1(CN(C1)C(=O)OCCOC)C1=C(C=CC=C1)C(C)C)OC 2-methoxyethyl 3-((6-chloro-4-methoxypyridin-3-yl)carbamoyl)-3-(2-isopropylphenyl)azetidine-1-carboxylate